The molecule is a succinic acid monoester having an isopropyl substituent at the 2-position and a hydroxy substituent at the 3-position. It is a dicarboxylic acid monoester and a methyl ester. It derives from a succinic acid. It is a conjugate acid of a 3-hydroxy-2-isopropyl-4-methoxy-4-oxobutanoate. CC(C)C(C(C(=O)OC)O)C(=O)O